N-(3-((4-chlorophenyl)sulfonamido)phenyl)-2-methyl-5-(methylsulfonyl)benzamide ClC1=CC=C(C=C1)S(=O)(=O)NC=1C=C(C=CC1)NC(C1=C(C=CC(=C1)S(=O)(=O)C)C)=O